FC=1C=NN(C1)C1=CC=C(C=C1)[C@H](C)N(C(OC(C)(C)C)=O)C Tert-butyl (S)-(1-(4-(4-fluoro-1H-pyrazol-1-yl)phenyl)ethyl)(methyl)carbamate